ClC=1SC=C(N1)Cl 2,4-dichloro-1,3-thiazol